Methyl (2R)-2-{[(tert-butoxy)carbonyl]amino}-3-[3-(1H-pyrazol-3-yl)phenyl]propanoate C(C)(C)(C)OC(=O)N[C@@H](C(=O)OC)CC1=CC(=CC=C1)C1=NNC=C1